C1(CCCCC1)ON1C(CC(CC1(C)C)N(CCCC)C1=NC(=NC(=N1)N(C1CC(N(C(C1)(C)C)OC1CCCCC1)(C)C)CCCC)NCCO)(C)C 2,4-bis[N-(1-cyclohexyloxy-2,2,6,6-tetramethylpiperidine-4-yl)-N-butylamino]-6-(2-hydroxyethyl)amino-1,3,5-triazine